C1=C2C(=CC=C1)N=C1C=CC3=C4C=CC=CC4=NC3=C12 indoloCarbazole